2-(Azetidin-3-yl)-5-(3-hydroxynaphthalen-1-yl)-1-methyl-1,2-dihydro-3H-indazol-3-one N1CC(C1)N1N(C2=CC=C(C=C2C1=O)C1=CC(=CC2=CC=CC=C12)O)C